O-(4-formyl-2,6-dimethoxy-phenyl) N,N-dimethylcarbamothioate CN(C(OC1=C(C=C(C=C1OC)C=O)OC)=S)C